6-(1-acryloylpiperidine-4-yl)-2-(4-(hydroxy(phenyl)methyl)phenyl)nicotinamide C(C=C)(=O)N1CCC(CC1)C1=NC(=C(C(=O)N)C=C1)C1=CC=C(C=C1)C(C1=CC=CC=C1)O